ClC=1SC(=CN1)C1CC(N(CC1)C1=CC(=NN1)C1=CC=NC=C1)=O 4-(2-chlorothiazol-5-yl)-1-(3-(pyridin-4-yl)-1H-pyrazol-5-yl)piperidin-2-one